CN1C=[N+](C=C1)C(CCCCCC)=O 1-methyl-3-(1-oxoheptyl)-1H-Imidazolium